CN(C)CC1CN(CCC1(O)C1=CC(=CC=C1)OC)S(=O)(=O)C 3-((dimethylamino)methyl)-4-(3-methoxyphenyl)-1-(methylsulfonyl)piperidine-4-ol